C1(CC1)C1OC2=C(CN(C1)CC1=CC=C(C=C1)OC)N=C(C=C2)O 2-Cyclopropyl-4-(4-methoxybenzyl)-2,3,4,5-tetrahydropyrido[2,3-f][1,4]oxazepin-7-ol